4-(2'-fluoro-[1,1'-biphenyl]-4-yl)-N-(isoxazol-3-yl)butanamide FC1=C(C=CC=C1)C1=CC=C(C=C1)CCCC(=O)NC1=NOC=C1